C1(=CC=C(C=C1)OC1=CC=C(C=C1)[C@H](C)N)C (S)-1-(4-(p-tolyloxy)phenyl)ethylamine